3-Ethyl-2-[hydroxy-(1-methyl-1H-pyrazol-3-yl)-phenyl-methyl]-7-methoxy-imidazo[1,2-a]pyridine-6-carboxylic acid (1-ethyl-1H-[1,2,4]triazol-3-yl)-amide C(C)N1N=C(N=C1)NC(=O)C=1C(=CC=2N(C1)C(=C(N2)C(C2=CC=CC=C2)(C2=NN(C=C2)C)O)CC)OC